tert-butyl N-[(1S)-2-[(1R,2S,5S)-2-[[(1S)-1-cyano-2-[(3S)-2-oxopyrrolidin-3-yl]ethyl]carbamoyl]-6,6-dimethyl-3-azabicyclo[3.1.0]hexan-3-yl]-1-methyl-2-oxo-ethyl]-N-ethyl-carbamate C(#N)[C@H](C[C@H]1C(NCC1)=O)NC(=O)[C@@H]1[C@H]2C([C@H]2CN1C([C@H](C)N(C(OC(C)(C)C)=O)CC)=O)(C)C